1-(2-cyclopropyl-4-(1-(2,6-dichlorophenyl)azetidin-3-yl)-6-methylbenzyl)-3-methylazetidin-3-ol C1(CC1)C1=C(CN2CC(C2)(O)C)C(=CC(=C1)C1CN(C1)C1=C(C=CC=C1Cl)Cl)C